5,5'-undecamethylenebis[2-(4-vinylbenzyl)-2H-tetrazole] C(=C)C1=CC=C(CN2N=C(N=N2)CCCCCCCCCCCC=2N=NN(N2)CC2=CC=C(C=C2)C=C)C=C1